C(C)OC1=C(C=C(C=C1)S(=O)(=O)O)C1=NN2C(C(N1)=O)=C(N=C2CCC)C 4-Ethoxy-3-(5-methyl-4-oxo-7-propyl-3,4-dihydroimidazo[5,1-f][1,2,4]triazin-2-yl)benzenesulfonic acid